C(CCC)C1=CC=C(C=C1)N(C1=CC=C(C2=CC=C(N(C3=CC=CC=C3)C3=CC=C(C=C3)CCCC)C=C2)C=C1)C1=CC=CC=C1 bis(4-butylphenyl)diphenyl-benzidine